2,2-difluoro-3-(4-(6-fluoro-1H-indol-3-yl)furan-2-yl)-3-oxopropionic acid FC(C(=O)O)(C(=O)C=1OC=C(C1)C1=CNC2=CC(=CC=C12)F)F